N1N=CC(=C1)C=1N=CC=C2C1NC=C2 7-(1H-pyrazol-4-yl)-1H-pyrrolo[2,3-c]pyridin